7-cyclopentyl-N-phenyl-2-((5-(piperazin-1-ylsulfonyl)pyridin-2-yl)amino)-7H-pyrrolo[2,3-d]pyrimidine-6-carboxamide C1(CCCC1)N1C(=CC2=C1N=C(N=C2)NC2=NC=C(C=C2)S(=O)(=O)N2CCNCC2)C(=O)NC2=CC=CC=C2